C1(=CC=CC=C1)S(=O)[O-].[Cu+2].C1(=CC=CC=C1)S(=O)[O-] copper benzenesulfinate